3-[3-[3-[1-[3-[4-[(1R,2S)-6-benzyloxy-2-phenyl-tetrahydronaphthalen-1-yl]phenoxy]propyl]-4-piperidinyl]phenoxy]-5-oxo-2H-pyrrol-1-yl]piperidine-2,6-dione C(C1=CC=CC=C1)OC=1C=C2CC[C@@H]([C@@H](C2=CC1)C1=CC=C(OCCCN2CCC(CC2)C=2C=C(OC=3CN(C(C3)=O)C3C(NC(CC3)=O)=O)C=CC2)C=C1)C1=CC=CC=C1